FC(CCN(C(=O)OCC1=C(N=NN1C)C1=CC=C(C(=N1)C)C#CC1(CC1)CC(=O)O)C)C 2-(1-((6-(5-((((3-fluorobutyl)(methyl)carbamoyl)oxy)methyl)-1-methyl-1H-1,2,3-triazol-4-yl)-2-methylpyridin-3-yl)ethynyl)cyclopropyl)acetic acid